OC1=C2[C@H]3[C@H](C(OC2=CC(=C1)C(CCCCCC#N)(C)C)(C)C)CC=C(C3)C 7-[(6Ar,10aR)-1-hydroxy-6,6,9-trimethyl-6a,7,10,10a-tetrahydrobenzo[c]chromen-3-yl]-7-methyloctanenitrile